COC(C(C)NC=1C2=C(N=C(N1)C1=CC=NC=C1)C=NC=C2)=O.N2=CC=C(C=C2)C=2N=C(C1=C(N2)C=NC=C1)NC(C(=O)O)C 2-{[2-(pyridin-4-yl)pyrido[3,4-d]pyrimidin-yl]amino}propanoic acid methyl-2-{[2-(pyridin-4-yl)pyrido[3,4-d]pyrimidin-4-yl]amino}propanoate